CN1C(C2=CC(=CC(=C2C=C1N1CCN(CC1)CC(F)(F)F)[C@@H](C)NC1=C(C=CC=C1)S(=O)(=O)NC)C)=O (R)-2-((1-(2,7-dimethyl-1-oxo-3-(4-(2,2,2-trifluoroethyl)piperazin-1-yl)-1,2-dihydroisoquinolin-5-yl)ethyl)amino)-N-methylbenzenesulfonamide